((tert-butyldimethylsilyloxy)methyl)-3-(5-fluoro-2-(1-(2-fluorobenzyl)-5-(isoxazol-3-yl)-1H-pyrazol-3-yl)pyrimidin-4-yl)oxazolidin-2-one [Si](C)(C)(C(C)(C)C)OCC1N(C(OC1)=O)C1=NC(=NC=C1F)C1=NN(C(=C1)C1=NOC=C1)CC1=C(C=CC=C1)F